COCC=1N=CN(C1)COCC[Si](C)(C)C 4-(methoxymethyl)-1-((2-(trimethylsilyl)ethoxy)methyl)-1H-imidazole